BrC1=CC(=C(CNC2=C(C=NC3=CC(=CC=C23)OC)CO)C(=C1)F)F (4-((4-bromo-2,6-difluorobenzyl)amino)-7-methoxyquinolin-3-yl)methanol